2-((dimethylamino)methyl)-8-fluoroindolo[2,1-b]quinazoline-6,12-dione CN(C)CC=1C=C2C(N3C(=NC2=CC1)C(C1=CC(=CC=C13)F)=O)=O